C(C)(C)(C)OC(=O)N1[C@@H](CN(CC1)C=1C(=CC=2N=CN=C(C2N1)NC1=CC(=C(C=C1)OC1=CC=2N(C=C1)C=CN2)C)Br)CO (2S)-4-{7-bromo-4-[(4-{imidazo[1,2-a]pyridin-7-yloxy}-3-methylphenyl)amino]pyrido[3,2-d]pyrimidin-6-yl}-2-(hydroxymethyl)piperazine-1-carboxylic acid tert-butyl ester